(2R)-2-[[3-[2-bromo-4-fluoro-5-[3-methyl-2,6-dioxo-4-(trifluoromethyl)pyrimidin-1-yl]phenoxy]-2-pyridinyl]oxy]-2-methoxy-acetic acid methyl ester COC([C@H](OC)OC1=NC=CC=C1OC1=C(C=C(C(=C1)N1C(N(C(=CC1=O)C(F)(F)F)C)=O)F)Br)=O